3,5-dimethoxy-4-isopropyl-aniline COC=1C=C(N)C=C(C1C(C)C)OC